2-(6-Oxo-5-(trifluoromethyl)-1,6-dihydropyridazin-3-yl)acetic acid ethyl ester C(C)OC(CC1=NNC(C(=C1)C(F)(F)F)=O)=O